N-(2'-fluoro-4-morpholino-[1,1'-biphenyl]-2-yl)furan-3-carboxamide tert-Butyl-(3S,4S)-4-(4-bromo-5-methyl-triazol-1-yl)-3-hydroxy-piperidine-1-carboxylate C(C)(C)(C)OC(=O)N1C[C@@H]([C@H](CC1)N1N=NC(=C1C)Br)O.FC1=C(C=CC=C1)C1=C(C=C(C=C1)N1CCOCC1)NC(=O)C1=COC=C1